OC1=C(C(=CC(=C1)C)C)C1=CC=C2C=CC(=NC2=N1)C1[C@@H](COC1)O (3S)-4-[7-(2-hydroxy-4,6-dimethyl-phenyl)-1,8-naphthyridin-2-yl]tetrahydrofuran-3-ol